4-valeroxy-2,2,6,6-tetramethylpiperidin-1-ol C(CCCC)(=O)OC1CC(N(C(C1)(C)C)O)(C)C